C(C)(C)(C)OC(=O)N1CC(N(CC1)C1=CC=C(C=C1)OCC1=CC=CC=C1)CO 4-(4-(benzyloxy)phenyl)-3-(hydroxymethyl)piperazine-1-carboxylic acid tert-butyl ester